FC1=C(C=CC2=C1OC1=C2C=CC(=C1F)C(F)(F)F)C1CCC(CC1)CCC 4,6-difluoro-3-(4-propyl-cyclohexyl)-7-trifluoromethyl-dibenzofuran